CN(C1CN(C1)C=1N=C(C2=C(N1)CN(CC2)C2=CC(=CC1=CC=C(C(=C21)CC)F)OCOC)O)C 2-(3-(dimethylamino)azetidin-1-yl)-7-(8-ethyl-7-fluoro-3-(methoxymethoxy)naphthalen-1-yl)-5,6,7,8-tetrahydropyrido[3,4-d]pyrimidin-4-ol